tert-butyl (S)-4-(3-((1-(3-bromo-4-((1-(tert-butoxycarbonyl)pyrrolidin-3-yl)oxy)benzoyl)piperidin-4-yl)oxy)-5-fluorophenyl)piperazine-1-carboxylate BrC=1C=C(C(=O)N2CCC(CC2)OC=2C=C(C=C(C2)F)N2CCN(CC2)C(=O)OC(C)(C)C)C=CC1O[C@@H]1CN(CC1)C(=O)OC(C)(C)C